(4,7-dihydroxy-1-naphthyl)dimethyl-sulfonium nonafluorobutanesulfonate FC(C(C(C(S(=O)(=O)[O-])(F)F)(F)F)(F)F)(F)F.OC1=CC=C(C2=CC(=CC=C12)O)[S+](C)C